O[C@H](C=CC=CC=CC=CC=CC=CC(=O)O)CCCCCCCC 14(S)-hydroxyDocosahexaenoic Acid